C(=O)(OC(C)(C)C)N[C@H](CC(NC(C1=CC=CC=C1)(C1=CC=CC=C1)C1=CC=CC=C1)=O)C(=O)O Nα-Boc-Nγ-trityl-D-asparagine